C(C)(C)(C)C1=NN=C(O1)C=1C(=CC2=C(N(C([C@H](CS2(=O)=O)NC(OC(C)(C)C)=O)=O)CC2=CC=C(C=C2)Cl)C1)F tert-butyl N-[(3R)-7-(5-tert-butyl-1,3,4-oxadiazol-2-yl)-5-[(4-chlorophenyl)methyl]-8-fluoro-1,1,4-trioxo-2,3-dihydro-1λ6,5-benzothiazepin-3-yl]carbamate